BrC1=CC(=C(C=C1)N(C=O)CC(=O)C1CC1)C N-(4-bromo-2-methyl-phenyl)-N-(2-cyclopropyl-2-oxo-ethyl)carboxamide